ClC1=C2C(=NC=C1C=1C=C(C=CC1)N1C(CN(CC1)CC=1C=C3C(N(C(C3=CC1)=O)C1C(NC(CC1)=O)=O)=O)=O)NC=C2CC 5-((4-(3-(4-chloro-3-ethyl-1H-pyrrolo[2,3-b]pyridin-5-yl)phenyl)-3-oxopiperazin-1-yl)methyl)-2-(2,6-dioxopiperidin-3-yl)isoindoline-1,3-dione